ClC1=CC=C(C=C1)[C@@H](C)NC1=C2C(N(C(C2=CC=C1)=O)C1C(NC(CC1)=O)=O)=O 4-(((R)-1-(4-chlorophenyl)ethyl)amino)-2-(2,6-dioxopiperidin-3-yl)isoindoline-1,3-dione